O.O.O.O.S(=O)(=O)(O)O monosulfate tetrahydrate